6-(2-(4-(2,4-dichlorophenyl)-5-(4-methyl-1H-imidazol-2-yl)-pyrimidin-2-ylamino)-ethyl-amino)-nicotinonitrile ClC1=C(C=CC(=C1)Cl)C1=NC(=NC=C1C=1NC=C(N1)C)NCCNC1=NC=C(C#N)C=C1